1-isobutyl-1-(1-(3-methyl-4-oxo-3,4-dihydrophthalazin-1-yl)ethyl)urea C(C(C)C)N(C(=O)N)C(C)C1=NN(C(C2=CC=CC=C12)=O)C